(R)-8-(6-(1-(2-(3,3-dimethylpyrrolidin-1-yl)ethoxy)ethyl)pyridin-3-yl)-1-isopropyl-3-methyl-1H-imidazo[4,5-c]cinnolin-2(3H)-one CC1(CN(CC1)CCO[C@H](C)C1=CC=C(C=N1)C1=CC=2C3=C(N=NC2C=C1)N(C(N3C(C)C)=O)C)C